N(=[N+]=[N-])S(=O)(=O)C1=CC=C(C(=O)O)C=C1 4-(azidosulfonyl)benzoic acid